NC=1C(=NC=C(C1)S(=O)(=O)C1=CC=C(C=C1)F)C(=O)NNC(CO)=O 3-amino-5-((4-fluorophenyl)sulfonyl)-N'-(2-hydroxyacetyl)pyridineformylhydrazine